[(4R)-4-ethyl-1-[(5-fluoro-3-pyridyl)-[(1R,2R)-2-[[(3S,4R)-3-hydroxy-2,2-dimethyl-chroman-4-yl]carbamoyl]cyclopropyl]methyl]-4-methyl-6-oxo-hexahydropyrimidin-2-ylidene]ammonium C(C)[C@]1(NC(N(C(C1)=O)C([C@H]1[C@@H](C1)C(N[C@H]1[C@@H](C(OC2=CC=CC=C12)(C)C)O)=O)C=1C=NC=C(C1)F)=[NH2+])C